O1C2=C(OCC1)C=C(C=C2)C#N 2,3-Dihydrobenzo[b][1,4]dioxin-6-carbonitrile